Cl.F[C@@H]1[C@@H](CNC1)NC1=NC=C(C(=N1)C)C1=C(C=C(C=C1)C(F)(F)F)F N-((cis)-4-fluoropyrrolidin-3-yl)-5-(2-fluoro-4-(trifluoromethyl)phenyl)-4-methyl-pyrimidin-2-amine, hydrochloride salt